2-(4-methoxyphenyl)-5-(1-phenethylpiperidin-3-yl)-2,4-dihydro-3H-1,2,4-triazol-3-one COC1=CC=C(C=C1)N1N=C(NC1=O)C1CN(CCC1)CCC1=CC=CC=C1